3,4-difluoro-N-isopropylbenzamide FC=1C=C(C(=O)NC(C)C)C=CC1F